4-((4-((3-methoxybenzyl)(4-morpholinobenzyl)amino)pyridin-2-yl)methyl)piperazin-2-one COC=1C=C(CN(C2=CC(=NC=C2)CN2CC(NCC2)=O)CC2=CC=C(C=C2)N2CCOCC2)C=CC1